sodium 3-((N-tert-butoxycarbonyl-L-cysteinyl) amino)-3,3-dideutero-1-propanesulfonate C(C)(C)(C)OC(=O)N[C@@H](CS)C(=O)NC(CCS(=O)(=O)[O-])([2H])[2H].[Na+]